C(C)(C)(C)C1=C(C(=CC(=C1)C(C)(C)C)C)C(CP([O-])([O-])[O-])C1=C(C=C(C=C1C)C(C)(C)C)C(C)(C)C bis(2,4-di-t-butyl-6-methylphenyl)-ethyl-phosphite